ClC1=C(C=CC2=C1C(=NCC(N2C)=O)C2=C(C=CC(=C2)OC)F)Cl 6,7-dichloro-5-(2-fluoro-5-methoxy-phenyl)-1-methyl-3H-1,4-benzodiazepine-2-One